C(CC)C1(CC(CC1)C=1SC=CC1)C(=O)O 1-propyl-3-(thiophen-2-yl)cyclopentane-1-carboxylic acid